N,N'-diacryl-4,7,10-trioxo-1,13-tridecanediamine C(=O)(C=C)NCCCC(CCC(CCC(CCCNC(=O)C=C)=O)=O)=O